C(C=C)(=O)OC1=CC=C(C=C1)OC(C=C)=O 19-p-phenylene diacrylate